(Z)-1,1,1,3,5,5,5-heptafluoro-pent-2-ene FC(\C=C(\CC(F)(F)F)/F)(F)F